ClC=1C=C(C(=NC1)NC(CO)(C)C)C1=NN(N=C1)C1OCCCC1 2-((5-chloro-3-(2-(tetrahydro-2H-pyran-2-yl)-2H-1,2,3-triazol-4-yl)pyridin-2-yl)amino)-2-methylpropan-1-ol